NC1=C(C=CC=C1)C(C1=CC=CC=C1)=O.[Zr] Zirconium 2'-aminobenzophenone